N-(2-morpholinoethyl)pyrazine O1CCN(CC1)CCN1CC=NC=C1